6-amino-4-chloro-5-((cyclopropylmethyl)amino)-2-(2-methyl-2H-indazol-5-yl)pyridazin-3(2H)-one NC=1C(=C(C(N(N1)C1=CC2=CN(N=C2C=C1)C)=O)Cl)NCC1CC1